(1S,3S)-3-((6-(5-(((isobutoxy-carbonyl)amino)methyl)-1-methyl-1H-1,2,3-triazol-4-yl)-2-methyl-pyridin-3-yl)oxy)cyclohexane-1-carboxylic acid C(C(C)C)OC(=O)NCC1=C(N=NN1C)C1=CC=C(C(=N1)C)O[C@@H]1C[C@H](CCC1)C(=O)O